FC1(CN(CC[C@H]1NC1=NN2C(C(=N1)OC)=C(C(=C2)F)C=2C=CC1=C(N(C(=N1)C)CCF)C2)C(C([2H])([2H])[2H])=O)F (R)-1-(3,3-difluoro-4-((6-fluoro-5-(1-(2-fluoroethyl)-2-methyl-1H-benzo[d]imidazol-6-yl)-4-methoxypyrrolo[2,1-f][1,2,4]triazin-2-yl)amino)piperidin-1-yl)ethan-1-one-2,2,2-d3